C(CCCCCCC\C=C/CCCCCCCC)(=O)OCC(CN(C)C)OC(CCCCCCC\C=C/CCCCCCCC)=O 1,2-dioleoyl-oxy-3-(dimethylamino)propane